2,3,4',5-Tetrahydroxystilbene OC1=C(C=C(C=C1O)O)C=CC1=CC=C(C=C1)O